1,2,3,5-TETRAMETHYL-BENZIMIDAZOLIUM C[N+]1=C(N(C2=C1C=CC(=C2)C)C)C